C1(CC1)N1N=C(C=C1C(=O)O)CN1N=C(N=N1)C(F)(F)F 2-cyclopropyl-5-[[5-(trifluoromethyl)tetrazol-2-yl]methyl]pyrazole-3-carboxylic acid